ClC1=C(C=C2CCN(C2=C1)C1=C(C=NC2=CC=C(C=C12)C=1C=C2C(=NC1)NN=C2)C#N)F 4-(6-chloro-5-fluoro-indolin-1-yl)-6-(1H-pyrazolo[3,4-b]pyridin-5-yl)quinoline-3-carbonitrile